CN1C(NC[C@H]1C(=O)O)=O (S)-3-Methyl-2-oxoimidazolidine-4-carboxylic acid